FC=1C=C(C=NC1)C1CC=NN1C(C(C)(C)C)=O 1-(5-(5-fluoropyridin-3-yl)-4,5-dihydro-1H-pyrazol-1-yl)-2,2-dimethylpropan-1-one